(2r,4s)-(trans)-4-(3-(thiophen-2-yl)phenyl)-N,N-dimethyl-1,2,3,4-tetrahydronaphthalen-2-amine S1C(=CC=C1)C=1C=C(C=CC1)[C@@H]1C[C@H](CC2=CC=CC=C12)N(C)C